(2R,3S,11bS)-9-(benzyloxy)-3-(tert-butoxy)-10-methoxy-1,3,4,6,7,11b-hexahydro-2H-pyrido[2,1-a]isoquinolin-2-ol C(C1=CC=CC=C1)OC=1C=C2CCN3[C@H](C2=CC1OC)C[C@H]([C@H](C3)OC(C)(C)C)O